trans-4-((4-(1-Cyclopropyl-1H-pyrazol-4-yl)pyridin-2-yl)((trans-4-(4-methoxy-3-methylphenyl)cyclohexyl)methyl)carbamoyl)cyclohexanecarboxylic acid C1(CC1)N1N=CC(=C1)C1=CC(=NC=C1)N(C(=O)[C@@H]1CC[C@H](CC1)C(=O)O)C[C@@H]1CC[C@H](CC1)C1=CC(=C(C=C1)OC)C